ClC=1C=C(C=CC1C)[C@@]1(O[C@@H]([C@H]([C@@H]([C@H]1O)O)O)CC)OC (2S,3R,4S,5S,6R)-2-(3-chloro-4-methylphenyl)-6-ethyl-2-methoxytetrahydro-2H-pyran-3,4,5-triol